C(C(=C)C)(=O)OCC(COCCCC)O 2-hydroxy-3-butoxypropyl methacrylate